[Cl-].N(=[N+]=[N-])CCOCCOCCOCCOCCOCCOCCC(=O)N(CCOCCOCCOCCOCCOCCOCCC(NCC[NH3+])=O)CCOCCOCCOCCOCCOCCOCCC(NCC[NH3+])=O.[Cl-] 25-(1-Azido-3,6,9,12,15,18-hexaoxahenicosan-21-oyl)-4,46-dioxo-7,10,13,16,19,22,28,31,34,37,40,43-dodecaoxa-3,25,47-triazanonatetracontane-1,49-diaminium chloride